[Na+].N1[C@@H](CCC1)C(=O)[O-] (L)-proline sodium salt